2-([1,1'-biphenyl]-3-yl)-4-chloro-6-phenyl-1,3,5-triazine C1(=CC(=CC=C1)C1=NC(=NC(=N1)Cl)C1=CC=CC=C1)C1=CC=CC=C1